bis-(trimethylsilyl)amide C[Si](C)(C)[N-][Si](C)(C)C